[Cl-].C(CCCCCCCCCCCCCCCCC)[N+](CCC[Si](OCC)(OCC)OCC)(C)C octadecyl-dimethyl-[3-(triethoxysilyl)propyl]ammonium chloride